N-(5-((6-((R)-3-(3-chloro-4-fluorophenyl)-isoxazolidine-2-yl)pyrimidine-4-yl)amino)-2-(4-(4-(cyclopropyl-methyl)piperazine-1-yl)piperidine-1-yl)-4-methoxyphenyl)acrylamide ClC=1C=C(C=CC1F)[C@@H]1N(OCC1)C1=CC(=NC=N1)NC=1C(=CC(=C(C1)NC(C=C)=O)N1CCC(CC1)N1CCN(CC1)CC1CC1)OC